perchlorostannane Cl[Sn](Cl)(Cl)Cl